ClC1=C(C(=CC=C1)Cl)C(F)(F)F 1,3-dichloro-2-(trifluoromethyl)benzene